di-tert-butyl-quinoxaline-2,3-diamine C(C)(C)(C)C=1C(=C2N=C(C(=NC2=CC1)N)N)C(C)(C)C